3-(6-phenyl-2,6-diazaspiro[3.3]heptan-2-yl)-2-(1H-pyrrol-1-yl)benzoic acid C1(=CC=CC=C1)N1CC2(CN(C2)C=2C(=C(C(=O)O)C=CC2)N2C=CC=C2)C1